N=C1N(C=CC(=C1)OC)N 2-imino-4-methoxypyridin-1(2H)-amine